8'-Bromo-7'-fluoro-1-(4-isopropylphenyl)-3'-methylspiro[azetidine-3,1'-pyrrolo[2,3-c]quinolin]-2'(3'H)-one BrC1=CC=2C3=C(C=NC2C=C1F)N(C(C31CN(C1)C1=CC=C(C=C1)C(C)C)=O)C